Kalium chlorit Cl(=O)[O-].[K+]